1,8-diisopropyloxy-1,3,6,8-tetraethoxy-2,7-dimethyl-4-octene C(C)(C)OC(C(C(C=CC(C(C(OCC)OC(C)C)C)OCC)OCC)C)OCC